Bis(4-phenyl-2-methyl-1H-inden-1-yl)-dimethylsilane C1(=CC=CC=C1)C1=C2C=C(C(C2=CC=C1)[Si](C)(C)C1C(=CC2=C(C=CC=C12)C1=CC=CC=C1)C)C